C(CCCCCCCCCCCCCCC)O[SiH2]O[SiH2]O hexadecyl-trioxasilane